(1R,5R)-N-(4-(1-ethyl-3-(4-fluorophenyl)-1H-pyrazol-4-yl)-7-methoxypyrido[3,2-d]pyrimidin-6-yl)-3-methyl-3-azabicyclo[3.1.0]hexane-1-carboxamide C(C)N1N=C(C(=C1)C=1C2=C(N=CN1)C=C(C(=N2)NC(=O)[C@]21CN(C[C@@H]1C2)C)OC)C2=CC=C(C=C2)F